FC=1C=C2C(=CNC(C2=CC1F)=O)[C@@H](C)N(C(=O)NC1=C(C=CC=C1)F)C |r| Racemic-1-(1-(6,7-difluoro-1-oxo-1,2-dihydroisoquinolin-4-yl)ethyl)-3-(2-fluorophenyl)-1-methylurea